tert-butyl 4,4-difluoro-3-(methylcarbamoyl)piperidine-1-carboxylate FC1(C(CN(CC1)C(=O)OC(C)(C)C)C(NC)=O)F